4-(2-bromoacetyl) tetrahydro-2H-pyran-4-carboxylate O1CCC(CC1)C(=O)OC(CBr)=O